P(=S)(OC1=CC=C(C=C1)C)(OC1=CC=C(C=C1)C)[O-] dicresyl monothiophosphate